C(C=1C(O)=CC=CC1)(=O)O.[SiH2](O)O Silane-diol salicylate